N1=C(N=CC=C1)C1(CC1)[NH-] (1-PYRIMIDIN-2-YL-CYCLOPROPYL)-AMID